CC1(CN(C=2C1=NC=CC2)C(=O)N2CCC1(CCN(CC1)CC1=C(C=C(C#N)C=C1)F)CC2)C 4-((9-(3,3-dimethyl-2,3-dihydro-1H-pyrrolo[3,2-b]pyridine-1-carbonyl)-3,9-diazaspiro[5.5]undecan-3-yl)methyl)-3-fluorobenzonitrile